ethyl 3-ethylsulfanyl-5-(2,2,2-trifluoroethoxy)pyridine-2-carboxylate C(C)SC=1C(=NC=C(C1)OCC(F)(F)F)C(=O)OCC